FC=1C=C(C(NC1)=O)C(COC)C=1C=CC2=C(N=C(O2)C(NC(=O)C2=NON=C2C)C2CCC(CC2)F)C1 N-((5-(1-(5-fluoro-2-oxo-1,2-dihydropyridin-3-yl)-2-methoxyethyl)benzo[d]oxazol-2-yl)(4-fluorocyclohexyl)methyl)-4-methyl-1,2,5-oxadiazole-3-carboxamide